N'-(1,8-dimethylimidazo[1,2-a]quinoxalin-4-yl)ethane-1,2-diamine CC1=CN=C2N1C1=CC(=CC=C1N=C2NCCN)C